C(N)(=O)CC[C@@H]([C@@H](C)OCC1=CC=C(C=C1)CCCOCCCCCCCCOCCCC1=CC2=C(N(C(N2C)=O)C2C(NC(CC2)=O)=O)C=C1)NC(OC(C)(C)C)=O tert-butyl N-[(3S,4R)-1-carbamoyl-4-[(4-[3-[(8-[3-[1-(2,6-dioxopiperidin-3-yl)-3-methyl-2-oxo-1,3-benzodiazol-5-yl]propoxy]octyl)oxy]propyl]phenyl)meth-oxy]pentan-3-yl]carbamate